C(C)(C)OC1=C(C=CC(=N1)CC1CC2(CN(C2)C(=O)OC(C)(C)C)C1)C tert-Butyl 6-((6-isopropoxy-5-methylpyridin-2-yl)methyl)-2-azaspiro[3.3]heptane-2-carboxylate